C(C)N(C(C)N1N=CC=C1)CC (1-(diethylamino)ethyl)-1H-pyrazol